ClC1=NC(=CC=C1C(=O)NS(=O)(=O)C1=NC(=CC=C1)NCCCC1NC(CC1)(C)C)N1N=C(C=C1)OCC1C2(C13CC3)CC2 2-Chloro-N-[[6-[3-(5,5-dimethylpyrrolidin-2-yl)propylamino]-2-pyridyl]sulfonyl]-6-[3-(dispiro[2.0.2.1]heptan-7-ylmethoxy)pyrazol-1-yl]pyridine-3-carboxamide